N-(1-Hydroxy-1,3-dihydro-benzo[c][1,2]oxaborol-6-yl)-acrylamid OB1OCC2=C1C=C(C=C2)NC(C=C)=O